C(C1=CC=CC=C1)OC1=CC=C(C=C1)C1=CC2=C(N=CN=C2N2CCC(CC2)(O)C)N1 1-(6-(4-(benzyloxy)phenyl)-7H-pyrrolo[2,3-d]pyrimidin-4-yl)-4-methylpiperidin-4-ol